CC1=C(C=C(C=C1)C=1C=NN(C1)CCN1CCC(CC1)NC(C)=O)S(=O)(=O)N1CCOCC1 N-(1-(2-(4-(4-methyl-3-(morpholinosulfonyl)phenyl)-1H-pyrazol-1-yl)ethyl)piperidin-4-yl)acetamide